C(C)(C)N1CCN(CC1)C=1C=CC=2N(N1)C(=CN2)C#CC=2C=NC=C(C(=O)NC1=CC(=C(C=C1)CN1CCN(CC1)C)C(F)(F)F)C2 5-((6-(4-Isopropylpiperazin-1-yl)imidazo[1,2-b]pyridazin-3-yl)ethynyl)-N-(4-((4-methylpiperazin-1-yl)methyl)-3-(trifluoromethyl)phenyl)nicotinamide